5,5'-diallyl-3-((3,4-dichlorobenzyl)amino)-[1,1'-biphenyl]-2,2'-diol C(C=C)C1=CC(=C(C(=C1)C=1C(=CC=C(C1)CC=C)O)O)NCC1=CC(=C(C=C1)Cl)Cl